NC1=NC(=C(C=C1NC(OCC1=CC=CC=C1)=O)Br)Cl benzyl N-(2-amino-5-bromo-6-chloro-3-pyridyl)carbamate